4-[5-[(1S)-2-amino-1-hydroxyethyl]pyridin-2-yl]-3-[5-(dimethylamino)-2-methylpyrazol-3-yl]oxybenzonitrile NC[C@@H](O)C=1C=CC(=NC1)C1=C(C=C(C#N)C=C1)OC=1N(N=C(C1)N(C)C)C